C(C)N(C(=O)[C@H]1CN([C@@H]2CC=3C4=C(C2=C1)C=CC=C4NC3)CC3=NC=CC=C3)CC (6aR,9R)-N,N-diethyl-7-(pyridin-2-ylmethyl)-4,6,6a,7,8,9-hexahydroindolo[4,3-fg]quinoline-9-carboxamide